[6-(3-cyclopropyl-1,2,4-triazol-1-yl)-2-azaspiro[3.3]heptan-2-yl]-[3-[3-fluoro-4-(trifluoromethoxy)phenyl]azetidin-1-yl]methanone C1(CC1)C1=NN(C=N1)C1CC2(CN(C2)C(=O)N2CC(C2)C2=CC(=C(C=C2)OC(F)(F)F)F)C1